(3S,4R,8R,9S,10S)-10-[(dimethylamino)methyl]-9-[4-[2-(2-fluorophenyl)ethynyl]phenyl]-3,4-dihydroxy-N-(4-methoxyphenyl)-1,6-diazabicyclo[6.2.0]decane-6-carboxamide CN(C)C[C@@H]1[C@@H]([C@@H]2CN(C[C@H]([C@H](CN12)O)O)C(=O)NC1=CC=C(C=C1)OC)C1=CC=C(C=C1)C#CC1=C(C=CC=C1)F